FC1=C(C=C(C(=C1)F)F)C1C(=CC=2C(=C3C=CNC3=CC2)O1)[N+](=O)[O-] 2-(2,4,5-trifluorophenyl)-3-nitro-2,7-dihydropyrano[2,3-e]indole